FC1=CC=C(C=C1)C=1N=C(NC1)[C@H](CCCCCC(=O)C=1OC=CN1)NC(=O)[C@H]1CC12CCN(CC2)C (S)-N-((S)-1-(4-(4-fluorophenyl)-1H-imidazol-2-yl)-7-(oxazol-2-yl)-7-oxoheptyl)-6-methyl-6-azaspiro[2.5]octane-1-carboxamide